5-amino-2-[2-(4-aminoazepin-1-yl)thiazol-5-yl]-N-tert-butylbenzenesulfonamide NC=1C=CC(=C(C1)S(=O)(=O)NC(C)(C)C)C1=CN=C(S1)N1C=CC(=CC=C1)N